FC(CCCS(=O)CCCCCCCCC[C@H]1[C@H]2[C@@H]3CC[C@@H]([C@@]3(C)CC[C@@H]2C=2C=CC(=CC2C1)O)O)(C(F)(F)F)F (7a,17β)-7-{9-[(4,4,5,5,5-pentafluoropentyl)sulfinyl]nonyl}estra-1,3,5(10)-triene-3,17-diol